CC(C)CC(CC(C)C)C1=C(C=C(C=C1)[C@H](CC(=O)OC)CC)NC(=O)NC1=CC=C(C=C1)C (S)-Methyl 3-(4-(2,6-dimethylheptan-4-yl)-3-(3-(p-tolyl)ureido)phenyl)pentanoate